acetate (3-methyl-2-butenyl acetate) CC(C=CCC(=O)O)C.C(C)(=O)O